CC1CCC(C2C=C(CC=C12)C)C(C)C 1,2,3,4,4a,7-hexahydro-1,6-dimethyl-4-(1-methylethyl)naphthalene